1-(3-((5-chloro-2-((7-chloro-8-(4-methylpiperazin-1-yl)quinolin-5-yl)amino)pyrimidin-4-yl)amino)pyridin-2-yl)pyrrolidin-2-one ClC=1C(=NC(=NC1)NC1=C2C=CC=NC2=C(C(=C1)Cl)N1CCN(CC1)C)NC=1C(=NC=CC1)N1C(CCC1)=O